FC1=C(OC2=C(C=C(C=C2)S(=O)(=O)C)C=2C3=C(C(N(C2)C)=O)NC(=C3)C(=O)NCC(F)(F)F)C=CC(=C1)F 4-[2-(2,4-difluorophenoxy)-5-(methylsulfonyl)phenyl]-6-methyl-7-oxo-N-(2,2,2-trifluoroethyl)-6,7-dihydro-1H-pyrrolo[2,3-c]pyridine-2-carboxamide